C(C)N(CCCNC(=O)C1=CC=C2C(=N1)SC=1N2C=C(N1)C1=C(C=C(C=C1)C(NC)=O)F)CC N-(3-(diethylamino)propyl)-2-(2-fluoro-4-(methylcarbamoyl)phenyl)imidazo[2',1':2,3]thiazolo[5,4-b]pyridine-7-carboxamide